N-{[4-hydroxy-2-oxo-1-({6-[3-(trifluoromethyl)phenoxy]-3-pyridinyl}methyl)-1,2,5,6-tetrahydro-3-pyridinyl]carbonyl}glycine OC1=C(C(N(CC1)CC=1C=NC(=CC1)OC1=CC(=CC=C1)C(F)(F)F)=O)C(=O)NCC(=O)O